2,4-Octandion CC(CC(CCCC)=O)=O